4-(dimethoxymethyl)-1-(4-((1R,2S)-2-phenyl-6-(trifluoromethyl)-1,2,3,4-tetrahydronaphthalen-1-yl)phenyl)piperidine COC(C1CCN(CC1)C1=CC=C(C=C1)[C@H]1[C@H](CCC2=CC(=CC=C12)C(F)(F)F)C1=CC=CC=C1)OC